CC1C=C(C2C=CC(N)=C(C)C=2)C=CC=1N o-Tolidine